(R)-3-(1H-pyrazol-4-yl)-5-(8-(pyrrolidin-2-yl)isochroman-6-yl)pyridine-2-Amine N1N=CC(=C1)C=1C(=NC=C(C1)C=1C=C2CCOCC2=C(C1)[C@@H]1NCCC1)N